3-(4-((5,6,7,8-tetrahydro-1,8-naphthyridin-2-yl)methyl)piperidin-1-yl)piperidine N1=C(C=CC=2CCCNC12)CC1CCN(CC1)C1CNCCC1